C(=S)[S-].[K+] potassium dithioformate